ClC=1C(=C(OCC2=NC=3N(C=C2)N=C(N3)C3=CC=CC=C3)C=CC1)C 5-((3-chloro-2-methylphenoxy)methyl)-2-phenyl-[1,2,4]triazolo[1,5-a]pyrimidin